1-(5-bromoindolin-1-yl)ethan-1-one BrC=1C=C2CCN(C2=CC1)C(C)=O